FC=1C(=C(C=CC1)N1C(C=C(CC1)O)=O)OC N-(3-fluoro-2-methoxyphenyl)-4-hydroxy-2-oxo-1,2,5,6-tetrahydropyridin